ethyl (Z)-3-(2-((4-methoxyphenyl)sulfonyl)hydrazineylidene)cyclohexane-1-carboxylate COC1=CC=C(C=C1)S(=O)(=O)N\N=C\1/CC(CCC1)C(=O)OCC